CC=1C=C(C=C(C1)C)N1C=C2C(=CC1)C1=C(C=3C4=C2C=CC(=C4C=CC3)CC(C)(C)C)C=CC=C1 3-(3,5-dimethylphenyl)-7-neopentylbenzo[3,4]naphtho[1',8':5,6,7]cyclohepta[1,2-c]-pyridine